CCCCCCCC(CC)C(=O)OCC1=CC=CC=C1 Benzyl decane-8-carboxylate